C(C)C(COC(=O)C1=CC=C(NC2=NC(=NC(=N2)NC2=CC=C(C=C2)C(=O)OCC(CCCC)CC)NC2=CC=C(C=C2)C(=O)OCC(CCCC)CC)C=C1)CCCC 2,4,6-tris-[p-(2-ethylhexyloxycarbonyl)anilino]-1,3,5-triazine